C(C1=CC=CC=C1)OC(=O)N1CC(C(CCC1)(O)CC)NC(=O)OCC1=CC=CC=C1 3-(((benzyloxy)carbonyl)amino)-4-ethyl-4-hydroxyazepan-1-carboxylic acid benzyl ester